{[(tert-butoxy)carbonyl](([(tert-butoxy)carbonyl]amino))amino}-cyclohexane-1-carboxylate C(C)(C)(C)OC(=O)N(NC(=O)OC(C)(C)C)C1(CCCCC1)C(=O)[O-]